(R)-5-(3,4,5-Trihydroxyphenyl)-gamma-valerolactone OC=1C=C(C=C(C1O)O)C[C@H]1CCC(=O)O1